(2S)-2-{[(2,3-dihydro-1-benzofuran-6-yl)methyl]amino}-5,5-dimethylhexanoic acid O1CCC2=C1C=C(C=C2)CN[C@H](C(=O)O)CCC(C)(C)C